C(C)OC=1C(=NC(=C(C1)N1[C@@H](CN(CC1)C(=O)C1(CCC1)C(F)(F)F)CC)C(=O)N[C@H]1CN(CC1)C)C=1C=NC=CC1 ethoxy-5-[(2R)-2-ethyl-4-[1-(trifluoromethyl)cyclobutanecarbonyl]piperazin-1-yl]-N-[(3R)-1-methylpyrrolidin-3-yl]-[2,3'-bipyridine]-6-carboxamide